C(CC(O)(C(=O)[O-])CC(=O)[O-])(=O)[O-].[Mg+2].[Mg+2].[Mg+2].C(CC(O)(C(=O)[O-])CC(=O)[O-])(=O)[O-] Tri-magnesium citrate